C(CCCCCCC\C=C/C\C=C/CCCCC)OCC(C)N 3-[(9Z,12Z)-octadeca-9,12-dien-1-yloxy]propan-2-amine